C1(CCCCC1)CN1CCNCCC1 4-(cyclohexylmethyl)-1,4-diazepan